N-Methylazetidine-3-Carboxamide CNC(=O)C1CNC1